5-(3-(((S)-1-(1H-tetrazol-1-yl)propan-2-yl)oxy)-4-chlorophenyl)-N-(3-((4-methoxybutan-2-yl)oxy)-1-((1r,4r)-4-morpholinocyclohexyl)-1H-pyrazol-4-yl)pyrimidin-2-amine N1(N=NN=C1)C[C@H](C)OC=1C=C(C=CC1Cl)C=1C=NC(=NC1)NC=1C(=NN(C1)C1CCC(CC1)N1CCOCC1)OC(C)CCOC